C(C)(CC)N(C(C)CC)C(C1CCCCC1)C1CCCCC1 di-sec-butylamino-dicyclohexyl-methane